N1=CC(=CC=C1)N1C(N(C(C2=CC=CC=C12)=O)C=1C=NC=CC1)=O 1,3-bis(pyridin-3-yl)quinazoline-2,4(1H,3H)-dione